3-azetidinemethylamine N1CC(C1)CN